C1OCOCC2=C1C=CC=C2CS(=O)(=O)[O-] 1,5-dihydro-2,4-benzodioxepin-6-ylmethanesulfonate